(3r,4r)-1-(1-((S)-1-(5-chloropyridin-2-yl)ethyl)-1H-benzo[d]imidazol-2-yl)-4-fluoropiperidin-3-amine hydrochloride Cl.ClC=1C=CC(=NC1)[C@H](C)N1C(=NC2=C1C=CC=C2)N2C[C@H]([C@@H](CC2)F)N